3-[(2-aminoethyl)dithio]propionic acid hydrochloride Cl.NCCSSCCC(=O)O